C(C(=C)C)(=O)OCCC[SiH](OCC)C 3-methacryloxypropyl-methyl-ethoxysilane